2,4-di(2,6-diisopropylanilino)-2-pentenyl-lithium C(C)(C)C1=C(NC(C[Li])=CC(C)NC2=C(C=CC=C2C(C)C)C(C)C)C(=CC=C1)C(C)C